N-(gamma'-dimethylaminopropyl)-gamma-aminopropylmethyldimethoxysilane CN(CCCNCCC[Si](OC)(OC)C)C